1-[1-(bromomethyl)vinyl]-2,4-difluoro-benzene BrCC(=C)C1=C(C=C(C=C1)F)F